[C@@H]1([C@H]([SeH])[C@H](O)[C@@H](CN[C@@H](CC[Se]C)C(=O)O)O1)N1C=NC=2C(N)=NC=NC12 selenoadenosylselenomethionine